N1(CCCC1)C1=CC(=CN=N1)C=1C=CC=2N(C1)C=C(N2)C2(CC2)C(=O)N (6-(6-(pyrrolidin-1-yl)pyridazin-4-yl)imidazo[1,2-a]pyridin-2-yl)cyclopropane-1-carboxamide